5-(4-(cyanomethoxy)-2,3-difluorophenyl)-1-methyl-1H-imidazole-2-carboxamide 2,2,2-trifluoroacetate FC(C(=O)O)(F)F.C(#N)COC1=C(C(=C(C=C1)C1=CN=C(N1C)C(=O)N)F)F